6-Methyl-N1-(4-(pyridin-3-yl)thiazol-2-yl)benzene-1,3-diamine CC1=CC=C(C=C1NC=1SC=C(N1)C=1C=NC=CC1)N